(1S,2S,4R,6R,8S,9S,11S,12S,13R)-8-[2-(4-Fluorophenoxy)acetyl]-11-hydroxy-9,13-dimethyl-6-propyl-5,7-dioxapentacyclo[10.8.0.02,9.04,8.013,18]icosa-14,17-dien-16-one FC1=CC=C(OCC(=O)[C@@]23O[C@@H](O[C@@H]2C[C@H]2[C@@H]4CCC5=CC(C=C[C@@]5([C@H]4[C@H](C[C@]32C)O)C)=O)CCC)C=C1